2-[[6-[3-(Difluoromethoxy)-4-fluoro-phenyl]pyrazolo[4,3-b]pyridin-1-yl]methyl]-5-methyl-thiazole FC(OC=1C=C(C=CC1F)C=1C=C2C(=NC1)C=NN2CC=2SC(=CN2)C)F